(4-(morpholine-4-carbonyl)phenyl)carbamoyl chloride N1(CCOCC1)C(=O)C1=CC=C(C=C1)NC(=O)Cl